5-Methoxy-1H-indole-3-carbonitrile COC=1C=C2C(=CNC2=CC1)C#N